((1s,3s)-adamantan-1-yl)pentane-1,5-diamine C12(CC3CC(CC(C1)C3)C2)C(CCCCN)N